(4-((6-methoxy-7-((1-methylpiperidin-4-yl)methoxy)quinazolin-4-yl)amino)phenoxy)benzamide tert-butyl-3-[6-(D-prolylamino)pyridin-3-yl]benzoate C(C)(C)(C)OC(C1=CC(=CC=C1)C=1C=NC(=CC1)NC([C@@H]1NCCC1)=O)=O.COC=1C=C2C(=NC=NC2=CC1OCC1CCN(CC1)C)NC1=CC=C(OC2=C(C(=O)N)C=CC=C2)C=C1